C[C@H]1CCOCCOCC=2SC=C(C3=NN(C=4C=CC(O1)=CC34)C3OCCCC3)N2 (13S)-13-methyl-19-(oxan-2-yl)-7,10,14-trioxa-4-thia-19,20,23-triazatetracyclo[13.5.2.12,5.018,21]tricosa-1(20),2,5(23),15(22),16,18(21)-hexaene